CC1(CC(=CC=C1C#N)CC=1CC(C(=CC1)C#N)(C)C)C bis(3,3-dimethyl-4-cyanophenyl)methane